N=1C(=CN2C1C=CC=C2)C(=O)N2CCC21CCN(CC1)C(=O)OC(C)(C)C tert-butyl 1-(imidazo[1,2-a]pyridine-2-carbonyl)-1,7-diazaspiro[3.5]nonane-7-carboxylate